FC1=CC=C(C=C1)C(C)(N)C=1C=NC(=NC1)N1CCN(CC1)C=1C=NN2C1C=CC(=C2)C=2C=NN(C2)C (4-fluorophenyl)-1-(2-{4-[6-(1-methyl-1H-pyrazol-4-yl)pyrazolo[1,5-a]pyridin-3-yl]piperazin-1-yl}pyrimidin-5-yl)ethanamine